3-(benzyloxy)-2-methylcyclobutyl methanesulfonate CS(=O)(=O)OC1C(C(C1)OCC1=CC=CC=C1)C